tert-butyl 2-oxo-1,2,4,5-tetrahydro-6H-imidazo[1,5,4-de]quinoxaline-6-carboxylate O=C1NC=2C=3N1CCN(C3C=CC2)C(=O)OC(C)(C)C